FC(C=1C=C(C(=O)O)C=C(C1)OS(=O)(=O)C(F)(F)F)(F)F 3-(trifluoromethyl)-5-(trifluoromethylsulfonyloxy)benzoic acid